CN1N=CC(=C1)C=1C=C(C=CC1)C1=NC(=NO1)C1N(CCC1)C#N 2-(5-(3-(1-Methyl-1H-pyrazol-4-yl)phenyl)-1,2,4-oxadiazol-3-yl)pyrrolidine-1-carbonitrile